(R)-3-(isoxazolidin-3-yl)-N-(pyridin-2-yl)benzamide O1N[C@H](CC1)C=1C=C(C(=O)NC2=NC=CC=C2)C=CC1